ClC1=C2N(C(C(=C1)NC1=NC=NC=C1)=O)C(NC2=O)(C=C)C 8-chloro-3-methyl-6-(pyrimidin-4-ylamino)-3-vinyl-2,3-dihydroimidazo[1,5-a]pyridine-1,5-dione